(2,3-dibromopropyl)ethylene glycol diphosphate OP(O)(=O)OP(=O)(O)O.BrC(CC(CO)O)CBr